BrC1=C2C=CN(C2=CC=C1)C(=O)OC(C)(C)C tert-Butyl 4-bromo-1H-indole-1-carboxylate